FC1=C(C=CC=C1)N1C=C(C=CC1=O)C(=O)N[C@H](C)C1=CC(=CC=C1)C1=C(SC=C1)CNC 1-(2-fluorophenyl)-N-[(1R)-1-(3-(2-[(methylamino)methyl]thiophen-3-yl)phenyl)ethyl]-6-Oxo-1,6-dihydropyridine-3-carboxamide